N-(4-(4-amino-7-methyl-7H-pyrrolo[2,3-d]pyrimidin-5-yl)phenyl)-2-oxo-1-phenyl-2,4,6,7-tetrahydro-1H-pyrazolo[5,1-c][1,4]oxazine-3-carboxamide NC=1C2=C(N=CN1)N(C=C2C2=CC=C(C=C2)NC(=O)C=2C(N(N1C2COCC1)C1=CC=CC=C1)=O)C